C(C)OC(/C(=C/CCCCCC(CCCCCCCCC)N(C(CCCN(C)C)=O)OCCCCCCCCCC)/F)=O.C(CCCCCCCCC)ON(C(CCCN(C)C)=O)C(CCCCCCC(C(=O)OCC)F)CCCCCCCCC ethyl 9-[N-(decyloxy)-4-(dimethylamino)butanamido]-2-fluorooctadecanoate Ethyl-(2Z)-9-[N-(decyloxy)-4-(dimethylamino)butanamido]-2-fluorooctadec-2-enoate